FC=1C(=C(C=CC1F)[C@H]1[C@@H](O[C@@]2(CC[C@]12C)C(F)(F)F)C(=O)NC=1C=NC(=CC1)C(CO)O)OC |o1:8,9,11,14| rel-(1R,3R,4S,5R)-4-(3,4-difluoro-2-methoxyphenyl)-N-(6-(1,2-dihydroxyethyl)pyridin-3-yl)-5-methyl-1-trifluoromethyl-2-oxabicyclo[3.2.0]heptane-3-carboxamide